ClC=1C(=NC(=NC1)NC1=CC(=C(C=C1OC)N1CCC(CC1)N(CCC(=O)O)C)CC)NC=1C(=C2N=CC=NC2=CC1)NS(=O)(=O)C 3-[[1-[4-[[5-chloro-4-[[5-(methanesulfonamido)quinoxalin-6-yl]amino]pyrimidin-2-yl]amino]-2-ethyl-5-methoxy-phenyl]-4-piperidyl]-methyl-amino]propanoic acid